5-hydroxy-2-(methylthio)-8-phenylpyrido[2,3-d]pyrimidin-7(8H)-one OC1=CC(N(C=2N=C(N=CC21)SC)C2=CC=CC=C2)=O